2,3-dihydroxypropionyl-selenocysteine OC(C(=O)N[C@@H](C[SeH])C(=O)O)CO